Isononanoat C(CCCCCC(C)C)(=O)[O-]